tert-butyl N-[(1S)-2-(1H-pyrazol-1-yl)-1-{[(1s,4s)-4-{[6-chloro-2-(trifluoromethyl)quinolin-4-yl]amino}cyclohexyl]carbamoyl}ethyl]carbamate N1(N=CC=C1)C[C@@H](C(NC1CCC(CC1)NC1=CC(=NC2=CC=C(C=C12)Cl)C(F)(F)F)=O)NC(OC(C)(C)C)=O